methyl 4-([1,1'-biphenyl]-4-ylmethyl)-2,5-dibromothiophene-3-carboxylate C1(=CC=C(C=C1)CC=1C(=C(SC1Br)Br)C(=O)OC)C1=CC=CC=C1